ClC1=CC(=C(OCCOCCOCCOCCOCCOCCNC([O-])=O)C=C1)C1=CC=C2C(=CN=NC2=C1)NCC1=C(C=C(C=C1)OC)OC N-[2-[2-[2-[2-[2-[2-[4-chloro-2-[4-[(2,4-dimethoxyphenyl)methylamino]cinnolin-7-yl]phenoxy]ethoxy]ethoxy]ethoxy]ethoxy]ethoxy]ethyl]carbamate